CN1N=NC2=C1C=CC(=C2C)C(C(C(=O)OC)(C)C)C2=CC(=C(C=C2)C)CN2CC(OC1=CC=3C=CC=NC3C=C1C2)(C)C methyl 3-(1,4-dimethyl-1H-benzo[d][1,2,3]triazol-5-yl)-3-(3-((2,2-dimethyl-2,3-dihydro-[1,4]oxazepino[7,6-g]quinolin-4(5H)-yl)methyl)-4-methylphenyl)-2,2-dimethylpropanoate